N(=[N+]=[N-])CCOCCC(=O)O 3-(2-azidoethoxy)propanoic acid